trans-N-methyl-4-[4-((3-trifluoromethyl-4-chlorophenyl)-ureido)-cyclohexyloxy]-benzamide CNC(C1=CC=C(C=C1)O[C@@H]1CC[C@H](CC1)NC(=O)NC1=CC(=C(C=C1)Cl)C(F)(F)F)=O